5-(1-methylpyrazol-4-yl)-N-[rac-(3S)-5-methyl-4-oxo-2,3-dihydro-1,5-benzoxazepin-3-yl]-[1,2,4]triazolo[1,5-a]pyridine-2-carboxamide CN1N=CC(=C1)C1=CC=CC=2N1N=C(N2)C(=O)N[C@H]2COC1=C(N(C2=O)C)C=CC=C1 |r|